O=C1NC(CCC1C1=C(C=C(C=C1F)N1CC(C1)NC(OC1CN(C1)C(N(C1=CC=C(C=C1)C)C([2H])([2H])[2H])=O)=O)F)=O 1-((methyl-d3)(p-tolyl)carbamoyl)azetidin-3-yl (1-(4-(2,6-dioxopiperidin-3-yl)-3,5-difluorophenyl)azetidin-3-yl)carbamate